4-{[4-(5-fluoropyrimidin-2-yl)-3-methoxypyridin-2-yl]amino}-N-(2H3)methyl-6-{[5-(morpholin-4-yl)pyridin-2-yl]amino}pyridazine-3-carboxamide FC=1C=NC(=NC1)C1=C(C(=NC=C1)NC1=C(N=NC(=C1)NC1=NC=C(C=C1)N1CCOCC1)C(=O)NC([2H])([2H])[2H])OC